C(C)(C)(C)OC(=O)NCCN1CC2=C(CC1)C=C(S2)C(=O)OCC ethyl 6-[2-(tert-butoxycarbonylamino)ethyl]-5,7-dihydro-4H-thieno[2,3-c]pyridine-2-carboxylate